tert-butyl 7,7-difluoro-9-((1-(3-(((1R,2R)-2-methoxycyclobutyl)carbamoyl)-8-(methylamino)imidazo[1,2-b]pyridazin-6-yl)indolin-4-yl)methyl)-3,9-diazaspiro[5.5]undecane-3-carboxylate FC1(C2(CCN(CC2)C(=O)OC(C)(C)C)CCN(C1)CC1=C2CCN(C2=CC=C1)C=1C=C(C=2N(N1)C(=CN2)C(N[C@H]2[C@@H](CC2)OC)=O)NC)F